N1CCC(CC1)OC(=O)N1CCNCC1.NC1=CC(=NO1)C1CCN(CC1)C(=O)C=1NC2=CC=C(C=C2C1)Cl (4-(5-aminoisoxazol-3-yl)piperidin-1-yl)(5-chloro-1H-indol-2-yl)methanone piperidine-4-ylpiperazine-1-carboxylate